N(C1=CC=CC=C1)C=C1C(N(C(S1)=NNC=1SC(=CN1)CC(=O)NC1=C(C=CC=C1)C)CC)=O 2-(2-(2-(5-(Anilinomethylene)-3-ethyl-4-oxo-1,3-thiazolidin-2-ylidene)hydrazino)-1,3-thiazol-5-yl)-N-(2-methylphenyl)acetamide